ClC(C1=NC(=NO1)C1=CC=C(CN(C=2C(C(C2NC2=CC=C(C=C2)OC)=O)=O)C)C=C1)(F)F 3-((4-(5-(chlorodifluoromethyl)-1,2,4-oxadiazol-3-yl)benzyl)(methyl)amino)-4-((4-methoxyphenyl)amino)cyclobut-3-ene-1,2-dione